CC(CC(C(=O)NC(CC(=O)[O-])C=1C=NC(=C(C1)C1=C(C=CC=C1)C)C)N1C(C=C(C=C1)C)=O)C 3-(4-methyl-2-(4-methyl-2-oxopyridin-1(2H)-yl)pentanamido)-3-(6-methyl-5-o-tolylpyridin-3-yl)propanoate